biseicosane sebacate C(CCCCCCCCC(=O)O)(=O)O.CCCCCCCCCCCCCCCCCCCC.CCCCCCCCCCCCCCCCCCCC